(3S)-3-Hydroxy-1-methylpyrrolidin-2-one O[C@@H]1C(N(CC1)C)=O